C(=O)(O)C=CC1=CC=C(C=C1)B(O)O 4-(2-Carboxyvinyl)phenylboronic acid